1,1-dimethylethyl {(1R)-1-[({6-[(4-cyano-3-ethyl-phenyl)oxy]-3-pyridinyl} amino)carbonyl] propyl}carbamate C(#N)C1=C(C=C(C=C1)OC1=CC=C(C=N1)NC(=O)[C@@H](CC)NC(OC(C)(C)C)=O)CC